2-((3S,5R)-3,5-dimethylpiperazin-1-yl)-5-(trifluoromethyl)pyrimidine C[C@H]1CN(C[C@H](N1)C)C1=NC=C(C=N1)C(F)(F)F